5-Methylamino-1-[3-(trimethoxysilyl)propyl]-1H-tetrazol CNC1=NN=NN1CCC[Si](OC)(OC)OC